cis-crotylboronic acid pinacol ester C(\C=C/C)B1OC(C)(C)C(C)(C)O1